2,2,3,3-tetrafluorosuccinic acid Diisobutyl ester C(C(C)C)OC(C(C(C(=O)OCC(C)C)(F)F)(F)F)=O